6,7-dichloro-N-[5-(2-fluoroethoxy)-4-methoxy-pyrimidin-2-yl]-1H-indole-3-sulfonamide ClC1=CC=C2C(=CNC2=C1Cl)S(=O)(=O)NC1=NC=C(C(=N1)OC)OCCF